2-(chloromethyl)-1-methyl-5-nitro-1H-imidazole hydrochloride Cl.ClCC=1N(C(=CN1)[N+](=O)[O-])C